NC=1N=C(C2=C(N1)NC(=C2)C2=CC=C(C=C2)CN2CCC(CC2)(F)F)C=2C(=C(C=CC2)N2C(C1=C(C=C(C=C1C=C2)C2CC2)F)=O)CO 2-[3-(2-amino-6-{4-[(4,4-difluoropiperidin-1-yl)methyl]phenyl}-7H-pyrrolo[2,3-d]pyrimidin-4-yl)-2-(hydroxymethyl)phenyl]-6-cyclopropyl-8-fluoroisoquinolin-1(2H)-one